C(C)(C)(CC)O[Mo](OC(C)(C)CC)(=O)=O di-tert-pentoxymolybdenum dioxide